COC1=C(C=C(C=C1)NC1=NC=CC(=N1)C1=CN(C2=CC=CC=C12)C)OCCN1C(=NC=C1)[N+](=O)[O-] N-(4-methoxy-3-(2-(2-nitro-1H-imidazol-1-yl)ethoxy)phenyl)-4-(1-methyl-1H-indol-3-yl)pyrimidin-2-amine